1-octenylmethyldimethoxysilane C(=CCCCCCC)C[SiH](OC)OC